C[C@H]1CNC[C@H](O1)COCC1=CC=CC=C1 (2S,6S)-2-methyl-6-(phenylmethoxymethyl)morpholine